BrC(C(=O)C1=CC=C(C=C1)C=1SC=CC1)(F)F 2-bromo-2,2-difluoro-1-(4-(thiophen-2-yl)phenyl)ethan-1-one